Ethyl-N-[5-(3-fluorophenoxy)pyridin-2-yl]-6-oxo-1,6-dihydropyridine-3-carboxamide C(C)N1C=C(C=CC1=O)C(=O)NC1=NC=C(C=C1)OC1=CC(=CC=C1)F